6-methoxybenzo[d]thiazole-7-carboxamide COC1=C(C2=C(N=CS2)C=C1)C(=O)N